N-Isopropylpalmitoylamid C(C)(C)CCCCCCCCCCCCCCCC(=O)[NH-]